ClC=1C=C(C=NC1N[C@@H](C)C1=C(C=CC(=C1)Cl)F)S(=O)(=O)NC=1N=CSC1 (S)-5-chloro-6-((1-(5-chloro-2-fluorophenyl)ethyl)amino)-N-(thiazol-4-yl)pyridine-3-sulfonamide